1-(6-methoxy-2-methylpyridin-3-yl)-1H-1,2,3-triazole-4-carboxylic acid COC1=CC=C(C(=N1)C)N1N=NC(=C1)C(=O)O